C(C)OC1=CC(=C(C=C1)B(O)O)OC 4-ETHOXY-2-METHOXYPHENYLBORONIC ACID